ruthenium oxide ruthenium [Ru].[Ru]=O